O1CCC2=C1C=CC(=C2)CC(C(C)C)=O 1-(2,3-Dihydrobenzofuran-5-yl)-3-methylbutan-2-one